cresyl-oxy(phenoxy)cyclotriphosphazene C1(=CC=C(C=C1)C)OP1(=NP=NP=N1)OC1=CC=CC=C1